O=C1N[C@H]2[C@@H](OC1)CCN(C2)C(=O)OCC2=CC=CC=C2 |r| benzyl rac-(4aR,8aS)-3-oxo-4,4a,5,7,8,8a-hexahydropyrido[4,3-b][1,4]oxazine-6-carboxylate